(2R)-2-(3-(dimethylamino)-2,5-dioxopyrrolidin-1-yl)-N-(2-fluorobenzyl)propionamide fumarate C(\C=C\C(=O)O)(=O)O.CN(C1C(N(C(C1)=O)[C@@H](C(=O)NCC1=C(C=CC=C1)F)C)=O)C